CN(C1=CC(=C(C(=N1)C(C)C)NC(=O)NS(=O)(=O)C=1C=NN2C1OCCC2)C(C)C)C N-((6-(dimethylamino)-2,4-diisopropylpyridin-3-yl)carbamoyl)-6,7-dihydro-5H-pyrazolo[5,1-b][1,3]oxazine-3-sulfonamide